(R)-1-(2-methylbut-3-yn-2-yl)pyrrolidin-3-ol CC(C)(C#C)N1C[C@@H](CC1)O